ClC1=NC=CC=2[C@H](CCC3(O[C@@H]([C@H](O3)C)C)C12)CO ((4'R,5S,5'R)-1-chloro-4',5'-dimethyl-6,7-dihydro-5H-spiro[isoquinoline-8,2'-[1,3]dioxolan]-5-yl)methanol